Cl.Cl.C(C1=CC=CC=C1)OC1=CC=C(C=C1)[C@H]1[C@@H](C1)NCC(=O)N1CCN(CC1)C 2-((1R,2S)-2-(4-(benzyloxy)phenyl)cyclopropylamino)-1-(4-methylpiperazin-1-yl)ethanone dihydrochloride